L-4-boronophenylalanine B(O)(O)C1=CC=C(C[C@H](N)C(=O)O)C=C1